5-((2-cyclopropyl-5-isopropylpyridin-4-yl)oxy)pyrimidine-2,4-diamine C1(CC1)C1=NC=C(C(=C1)OC=1C(=NC(=NC1)N)N)C(C)C